FC1=C(C(=CC=C1)F)C=1C(=NC=C(C1)C)[C@@H]1CC(=NO1)N1C[C@H]([C@@H](C1)C)NS(=O)(=O)C N-[(3S,4R)-1-{(5S)-5-[3-(2,6-difluorophenyl)-5-methylpyridin-2-yl]-4,5-dihydro-1,2-oxazol-3-yl}-4-methylpyrrolidin-3-yl]methanesulfonamide